1-(4-(6-(3-(phenylamino)pyrrolidin-1-yl)pyrimidin-4-yl)piperazin-1-yl)prop-2-en-1-one C1(=CC=CC=C1)NC1CN(CC1)C1=CC(=NC=N1)N1CCN(CC1)C(C=C)=O